4-chloro-2,6-diacetylpyridine ClC1=CC(=NC(=C1)C(C)=O)C(C)=O